N1CCCC[C@]12CN(CCC2)C2=C1C(=NC=C2)N(C=C1C=1SC(=CN1)C)COCC[Si](C)(C)C 2-[[4-[(6S)-1,8-diazaspiro[5.5]undecan-8-yl]-3-(5-methylthiazol-2-yl)pyrrolo[2,3-b]pyridin-1-yl]methoxy]ethyl-trimethyl-silane